ClC=1C=C(C=CC1F)NC1=NC(=NC(=C1)N1CCNCC1)S(=O)(=O)C N-(3-chloro-4-fluorophenyl)-2-(methylsulfonyl)-6-(piperazin-1-yl)pyrimid-4-amine